ClCCC[C@](O)(C1=CC=C(C=C1)F)C1=C(C=C(C=C1)Cl)Cl (S)-4-chloro-1-(2,4-dichlorophenyl)-1-(4-fluorophenyl)butan-1-ol